C=[Zr](C1C2=CC=CC=C2C=2C=CC=CC12)C1C=CC=C1 methylene-(cyclopentadienyl)(9-fluorenyl)zirconium